thiouronium hexafluorophosphate F[P-](F)(F)(F)(F)F.[NH2+]=C(S)N